1-(4-(4-amino-2-butyl-1H-imidazo[4,5-c]quinolin-8-yl)piperazin-1-yl)-3,6,9,12,15,18,21,24,27,30-decaoxatritriacontan-33-oic acid HCL salt Cl.NC1=NC=2C=CC(=CC2C2=C1N=C(N2)CCCC)N2CCN(CC2)CCOCCOCCOCCOCCOCCOCCOCCOCCOCCOCCC(=O)O